(R)-5-(((4-(3-chloro-4-(2-chloro-3-((2-fluoro-3-((3-hydroxyazetidin-1-yl)methyl)phenyl)amino)phenyl)pyridin-2-yl)-2-methoxybenzyl)amino)methyl)pyrrolidin-2-one ClC=1C(=NC=CC1C1=C(C(=CC=C1)NC1=C(C(=CC=C1)CN1CC(C1)O)F)Cl)C1=CC(=C(CNC[C@H]2CCC(N2)=O)C=C1)OC